sodium p-chloro-m-cresolate CC1=C(C=CC(=C1)[O-])Cl.[Na+]